C(C(CCC)O)O (E)-1,2-pentanediol